(2S,3S,4R,5R)-2-((R)-5-chloroisochroman-1-yl)-5-(4-methyl-7H-pyrrolo[2,3-d]pyrimidin-7-yl)tetrahydrofuran-3,4-diol ClC1=C2CCO[C@H](C2=CC=C1)[C@H]1O[C@H]([C@@H]([C@@H]1O)O)N1C=CC2=C1N=CN=C2C